C(\C=C\C)(=O)N crotonamide